3,3'-(butan-1,4-diyl)bis(1-vinyl-1H-imidazole-3-ium) bromide [Br-].C(CCC[N+]1=CN(C=C1)C=C)[N+]1=CN(C=C1)C=C.[Br-]